propylene carbonate pyridinium [NH+]1=CC=CC=C1.C1(OCC(C)O1)=O